[Cl-].[Cl-].[N+](=O)([O-])C1=C(C=CC(=C1)[N+](=O)[O-])C1=NC=CC(=C1)C1=CC=NC=C1 (2,4-dinitrophenyl)-4,4'-bipyridyl dichloride